[K].C1(=CC=CC=C1)C=1C(=C(C(=C2C=C3C=CC=CC3=CC12)[2H])[2H])C1=COC=2C1=CC=C1C2C=CC2=CC=CC=C21 phenyl-(naphthobenzofuranyl)anthracene-d2 potassium